endo-phosphorothioate P([O-])([O-])([O-])=S